O=C(CC[C@H]1NC(OC1)=O)N1CC2(C1)CCN(CC2)CC=2C=NC(=CC2)C(F)(F)F (4R)-4-[3-oxo-3-[7-[[6-(trifluoromethyl)-3-pyridinyl]methyl]-2,7-diazaspiro[3.5]nonan-2-yl]propyl]oxazolidin-2-one